7-fluoro-1-methyl-2-oxo-8-(2-oxoethyl)-1,2-dihydroquinoline-4-carboxylic acid ethyl ester C(C)OC(=O)C1=CC(N(C2=C(C(=CC=C12)F)CC=O)C)=O